2-(2-methylpyrazol-3-yl)-5-(4,4,5,5-tetramethyl-1,3,2-dioxaborolan-2-yl)-1,3-benzothiazole CN1N=CC=C1C=1SC2=C(N1)C=C(C=C2)B2OC(C(O2)(C)C)(C)C